methyl 8-((1H-imidazol-4-yl)methyl)-2-benzyl-2,8-diazaspiro[4.5]decane-4-carboxylate N1C=NC(=C1)CN1CCC2(C(CN(C2)CC2=CC=CC=C2)C(=O)OC)CC1